C(C)C1=C(C(=O)O)C(=CC(=N1)Cl)NC1CCC(CC1)N1N=C(C=C1)C(F)F Ethyl-6-chloro-4-(((1r,4r)-4-(3-(difluoromethyl)-1H-pyrazol-1-yl)cyclohexyl)amino)nicotinic acid